tert-butyl 2-((3-bromo-2-(trifluoromethyl)phenoxy)methyl)-7-azaspiro[3.5]nonane-7-carboxylate BrC=1C(=C(OCC2CC3(C2)CCN(CC3)C(=O)OC(C)(C)C)C=CC1)C(F)(F)F